Dimethyl 2-(2-cyclopropyl-4-(methoxycarbonyl)-6-nitrophenyl)malonate C1(CC1)C1=C(C(=CC(=C1)C(=O)OC)[N+](=O)[O-])C(C(=O)OC)C(=O)OC